methyl (2S,3S)-amino-2-oxo-3-pyrrolidinepropanoate hydrochloride Cl.NN1C([C@H](CC1)CCC(=O)OC)=O